7-isopropyl-2,3-dioxo-N-(4-(trifluoromethoxy)phenyl)-1,2,3,4-tetrahydropyrido[2,3-b]pyrazine-6-sulfonamide C(C)(C)C1=CC2=C(NC(C(N2)=O)=O)N=C1S(=O)(=O)NC1=CC=C(C=C1)OC(F)(F)F